NC=1C=CC2=C(B(OC2C(C)N(C)C)O)C1 6-amino-3-(1-(dimethylamino)ethyl)benzo[c][1,2]oxaborole-1(3H)-ol